1-(2,6-dichlorophenyl)-trans-1-butene ClC1=C(C(=CC=C1)Cl)\C=C\CC